1-tert-butyl-3-methyl-piperidin-4-amine C(C)(C)(C)N1CC(C(CC1)N)C